2-methoxyethanol lutetium [Lu].COCCO